2,6-diacetyl-4-iodopyridine C(C)(=O)C1=NC(=CC(=C1)I)C(C)=O